COC(C(CC(C)C)N1C(C=C(C(=C1)Cl)C1CC1)=O)=O 2-(5-chloro-4-cyclopropyl-2-oxopyridin-1(2H)-yl)-4-methylpentanoic acid methyl ester